3-(2,6-bis(benzyloxy)pyridin-3-yl)-7-(4-((S)-5-((1r,4R)-4-(3-bromo-2-methylphenoxy)cyclohexyl)pentan-2-yl)piperazin-1-yl)-1-methyl-1H-indazole C(C1=CC=CC=C1)OC1=NC(=CC=C1C1=NN(C2=C(C=CC=C12)N1CCN(CC1)[C@@H](C)CCCC1CCC(CC1)OC1=C(C(=CC=C1)Br)C)C)OCC1=CC=CC=C1